P(=O)([O-])([O-])[O-].[Na+].NS(=O)(=O)NCCNC=1C(=NON1)C(NC1=CC(=CC=C1)C(F)(F)F)=NO.[Na+].[Na+] 4-({2-([aminosulfonyl]amino)ethyl}amino)-N'-hydroxy-N-[3-(trifluoromethyl)phenyl]-1,2,5-oxadiazole-3-carboximidamide Sodium phosphate